methyl 3-(2-fluorophenyl)bicyclo[1.1.0]butane-1-carboxylate FC1=C(C=CC=C1)C12CC2(C1)C(=O)OC